N-((1S,2S)-1-amino-2,3-dihydro-1H-inden-2-yl)-4-(5-methyl-7H-pyrrolo[2,3-d]pyrimidin-4-yl)-3,4-dihydro-2H-1,4-thiazine-6-carboxamide N[C@@H]1[C@H](CC2=CC=CC=C12)NC(=O)C1=CN(CCS1)C=1C2=C(N=CN1)NC=C2C